rac-(2R,3S,4S,5R)-3-(4-fluoro-2-methoxy-3-methylphenyl)-4,5-dimethyl-5-(trifluoromethyl)tetrahydrofuran-2-carboxylic acid FC1=C(C(=C(C=C1)[C@H]1[C@@H](O[C@]([C@H]1C)(C(F)(F)F)C)C(=O)O)OC)C |r|